propyl 5-[2-[6-(6-prop-2-enoyloxyhexoxy)-2-naphthyl]ethynyl]-2-[4-[4-[2-[6-(6-prop-2-enoyloxyhexoxy)-2-naphthyl]ethynyl]phenoxy]butoxy]benzoate C(C=C)(=O)OCCCCCCOC=1C=C2C=CC(=CC2=CC1)C#CC=1C=CC(=C(C(=O)OCCC)C1)OCCCCOC1=CC=C(C=C1)C#CC1=CC2=CC=C(C=C2C=C1)OCCCCCCOC(C=C)=O